3-((3-(8-(((3S,4R)-3-fluoro-1-methylpiperidin-4-yl)amino)-3-((trifluoromethyl)thio)imidazo[1,2-a]pyridin-2-yl)prop-2-yn-1-yl)amino)-N-methylbenzamide F[C@H]1CN(CC[C@H]1NC=1C=2N(C=CC1)C(=C(N2)C#CCNC=2C=C(C(=O)NC)C=CC2)SC(F)(F)F)C